bis(N-(3-thienylmethyl) ethylthiocarbamoyl) disulphide S1C=C(C=C1)CN(C(=S)SSC(N(CC1=CSC=C1)CC)=S)CC